cis-8-dimethylamino-1-[(1-hydroxy-cyclobutyl)-methyl]-3-(2-methoxy-pyrimidin-5-yl)-8-phenyl-1,3-diazaspiro[4.5]decan-2-one CN(C1(CCC2(CN(C(N2CC2(CCC2)O)=O)C=2C=NC(=NC2)OC)CC1)C1=CC=CC=C1)C